FC1=CC=C(C=C1)[C@]1(C[C@@H]2[C@H](N(OC2(C)C)C)C(C1)C)C (3aR,5R,7aR)-5-(4-fluorophenyl)-1,3,3,5,7-pentamethyloctahydrobenzo[c]isoxazole